6-(4-amino-3-fluoro-phenyl)-2-((4-(dimethylamino)cyclohexyl)amino)-8-isopropyl-pteridin-7-one NC1=C(C=C(C=C1)C1=NC=2C=NC(=NC2N(C1=O)C(C)C)NC1CCC(CC1)N(C)C)F